C(C)(C)(C)OC(=O)N1C[C@H]2N(C3=C(C=NC4=CN=CC=C34)OC2)CC1.C(C1=CC=CC=C1)N1C(=CC=C1)C(\C=C\C1=CC=C(C=C1)C)=O (E)-1-(N-benzyl-pyrrole-2-yl)-3-(p-tolyl)prop-2-en-1-one tert-butyl-(R)-8a,9,11,12-tetrahydropyrazino[1',2':4,5][1,4]oxazino[2,3-c][1,7]naphthyridin-10(8H)-carboxylate